C(C)C(C(=O)O)SSC(C(=O)O)CC diethyl-2,2'-dithiodiacetic acid